1-(4-(quinolin-3-yl)pyrimidin-2-yl)piperidin-4-amine N1=CC(=CC2=CC=CC=C12)C1=NC(=NC=C1)N1CCC(CC1)N